(6R,1SR)-9-fluoro-15-methyl-13-oxa-2,17,20,21,24-pentaazapentacyclo[16.5.2.02,6.07,12.021,25]pentacosane-1(24),7,9,11,18(25),19,22-heptaene-16-one FC=1C=C2[C@H]3CCCN3C=3C=CN4N=CC(NC(C(COC2=CC1)C)=O)=C4N3